2-((([1,1':3',1''-terphenyl]-5'-yloxy)carbonyl)amino)ethyl Methacrylate C(C(=C)C)(=O)OCCNC(=O)OC=1C=C(C=C(C1)C1=CC=CC=C1)C1=CC=CC=C1